6-(4-chlorophenyl)-2-(3-fluorophenyl)-N-[(2R)-1-hydroxy-3-(1H-imidazol-5-yl)propan-2-yl]-3-oxo-2,3-dihydropyridazine-4-carboxamide ClC1=CC=C(C=C1)C=1C=C(C(N(N1)C1=CC(=CC=C1)F)=O)C(=O)N[C@@H](CO)CC1=CN=CN1